2-(2,4-Difluorophenyl)-1-(methyl-(4-(thiophen-3-ylethynyl)benzyl)amino)-3-(1H-1,2,4-triazol-1-yl)propan-2-ol FC1=C(C=CC(=C1)F)C(CN(CC1=CC=C(C=C1)C#CC1=CSC=C1)C)(CN1N=CN=C1)O